COC=1C=C2C(=CN(C(C2=CC1OC)=O)C1=CC=C2CCCN(C2=C1)CC(F)(F)F)C(=O)N1CCCCC1 6,7-dimethoxy-4-(piperidine-1-carbonyl)-2-(1-(2,2,2-trifluoroethyl)-1,2,3,4-tetrahydroquinolin-7-yl)isoquinolin-1(2H)-one